FC1=C(CC2=C(OCCN3CCN(CC3)C)C(=CC(=C2)C)C)C=CC=C1 1-(2-(2-(2-fluorobenzyl)-4,6-dimethylphenoxy)ethyl)-4-methylpiperazine